3-Pinanamine C12C(C(CC(C1(C)C)C2)N)C